Cl.C1NCC12CCN(CC2)C(=O)OC(C)(C)C t-butyl 2,7-diazaspiro[3.5]nonane-7-carboxylate HCl